4-(4-(2,5-Diazabicyclo[2.2.2]octan-2-yl)-8-fluoro-2-(((2S,7aR)-2-fluorotetrahydro-1H-pyrrolizin-7a(5H)-yl-2-d)methoxy-d2)pyrido[4,3-d]pyrimidin-7-yl)-5-ethynyl-6-fluoronaphthalen-2-ol C12N(CC(NC1)CC2)C=2C1=C(N=C(N2)OC([2H])([2H])[C@@]23CCCN3C[C@@](C2)([2H])F)C(=C(N=C1)C1=CC(=CC2=CC=C(C(=C12)C#C)F)O)F